BrC1=CC=C2C(=CC(=NC2=C1)N)NCCC=1SC=CC1 7-bromo-N4-(2-(thiophen-2-yl)ethyl)quinoline-2,4-diamine